CC1=CC=CC(=N1)C1=C(N=CN1)C=1C=C2C=C(C=NC2=CC1)C=1C=C(SC1)C(=O)OCCN1C[C@@H](N[C@@H](C1)C)C 2-[(3S,5R)-3,5-dimethylpiperazin-1-yl]ethyl 4-[6-[5-(6-methyl-2-pyridyl)-1H-imidazol-4-yl]-3-quinolyl]thiophene-2-carboxylate